CN1N=CC(=C1C)C1=CC2=CN(C=CC2=N1)CN1N=NC2=C1C=CC=C2 1-[[2-(1,5-dimethylpyrazol-4-yl)pyrrolo[3,2-c]pyridin-5-yl]methyl]benzotriazole